8-(2-(4H-1,2,4-triazol-4-yl)ethoxy)-N-(2-((3S,4R)-3-fluoro-4-(methoxy-d3)piperidin-1-yl)pyrimidin-4-yl)-5-isopropylisoquinolin-3-amine N=1N=CN(C1)CCOC=1C=CC(=C2C=C(N=CC12)NC1=NC(=NC=C1)N1C[C@@H]([C@@H](CC1)OC([2H])([2H])[2H])F)C(C)C